Ethyl 3-methyl-5-(naphthalen-1-yl)isoxazole-4-carboxylate CC1=NOC(=C1C(=O)OCC)C1=CC=CC2=CC=CC=C12